NC1=C(C=C(C=C1)OC(F)(F)F)C(C)=O 1-[2-amino-5-(trifluoromethoxy)phenyl]ethanone